N,N-dimethyl-(2-[5-chloro-6-(3-methyl-2-butenyl)-1H-indol-3-yl]ethyl)amine CN(C)CCC1=CNC2=CC(=C(C=C12)Cl)CC=C(C)C